C(=O)(O)COC1=C(C=CC(=C1)O\C=C\C(=C)C)C(/C=C/C1=CC=C(OCC(=O)O)C=C1)=O 2-[4-[(E)-3-[2-(Carboxymethoxy)-4-[(1E)-3-methylbuta-1,3-dienoxy]phenyl]-3-oxoprop-1-enyl]phenoxy]acetic acid